ethyl 1-amino-5-chloro-3,4-dimethyl-1H-pyrrole-2-carboxylate NN1C(=C(C(=C1Cl)C)C)C(=O)OCC